CN1CC2=CC(=CC(=C2CC1)C1CN(C1)C)[N+](=O)[O-] 2-Methyl-5-(1-methylazetidin-3-yl)-7-nitro-1,2,3,4-tetrahydroisoquinoline